COC=1C=C2CCN(CC2=CC1)C(C)C 6-methoxy-2-isopropyl-1,2,3,4-tetrahydroisoquinoline